N-toluenesulfonyl-L-arginine C(C1=CC=CC=C1)S(=O)(=O)N[C@@H](CCCNC(N)=N)C(=O)O